[N+](=O)([O-])C1=CC(=C(C(=O)NC2=CC=CC=C2)C=C1)C#CC1=CC=C(C=C1)C(NCCN1CCCCC1)=O 4-nitro-N-phenyl-2-((4-((2-(piperidin-1-yl)ethyl)carbamoyl)phenyl)ethynyl)benzamide